(S)-2-(4-((2-bromo-4-methylthiazol-5-yl)oxy)cyclohexyl)-5-phenyl-2,5,6,7-tetrahydro-3H-pyrrolo[2,1-c][1,2,4]triazol-3-one BrC=1SC(=C(N1)C)OC1CCC(CC1)N1N=C2N(C1=O)[C@@H](CC2)C2=CC=CC=C2